1-deoxysphingosine C[C@H](N)[C@H](O)\C=C\CCCCCCCCCCCCC